2-(3'-tert-butyl-2'-hydroxy-5-methylphenyl)-5-chlorobenzotriazole C(C)(C)(C)C=1C(=C(C=C(C1)C)N1N=C2C(=N1)C=CC(=C2)Cl)O